benzyl (1-(2-(1-(2-(2,6-dioxopiperidin-3-yl)-1,3-dioxoisoindolin-4-yl)pyrrolidin-3-yl)acetyl)piperidin-4-yl)carbamate O=C1NC(CCC1N1C(C2=CC=CC(=C2C1=O)N1CC(CC1)CC(=O)N1CCC(CC1)NC(OCC1=CC=CC=C1)=O)=O)=O